BrC1=CC(N(C=C1C1=CC=CC=C1)CCN1CCOCC1)=O 4-bromo-1-(2-morpholinoethyl)-5-phenylpyridin-2(1H)-one